Cl.C1CCC=2C(=CC=CC12)C(=O)N 2,3-dihydro-1H-indene-4-carboxamide hydrochloride